Isopropyl 2-(6-((R)-1-(((S)-tert-butylsulfinyl)amino)ethyl)-1-((2-(trimethylsilyl)ethoxy)methyl)-1H-pyrrolo[2,3-b]pyridin-2-yl)-3-cyclopropylimidazo[1,2-a]pyridine-7-carboxylate C(C)(C)(C)[S@](=O)N[C@H](C)C1=CC=C2C(=N1)N(C(=C2)C=2N=C1N(C=CC(=C1)C(=O)OC(C)C)C2C2CC2)COCC[Si](C)(C)C